Racemic-1-(1-(7,8-difluoro-1-oxo-1,2-dihydroisoquinolin-4-yl)ethyl)-3-(1H-indol-6-yl)-1-methylurea FC1=CC=C2C(=CNC(C2=C1F)=O)[C@@H](C)N(C(=O)NC1=CC=C2C=CNC2=C1)C |r|